N-(2',4'-difluoro-[1,1'-biphenyl]-3-yl)-7-(3-morpholinopropoxy)-6-nitroquinoline FC1=C(C=CC(=C1)F)C1=CC(=CC=C1)N1CC=CC2=CC(=C(C=C12)OCCCN1CCOCC1)[N+](=O)[O-]